iodic acid Ammonium [NH4+].I(=O)(=O)O